cobalt-magnesium phosphate P(=O)([O-])([O-])[O-].[Mg+2].[Co+2]